CN1C(N(C2=C1C=C(C=C2)C2CCC(CC2)OC2CCNCC2)C2CNCCC2)=O 3-[3-methyl-2-oxo-5-[4-(4-piperidyloxy)cyclohexyl]benzimidazol-1-yl]piperidine